1-(5-fluoro-2-iodophenyl)ethan-1-ol FC=1C=CC(=C(C1)C(C)O)I